methyl-3-morpholinoquinoxaline-2-carbonitrile CC1=C2N=C(C(=NC2=CC=C1)C#N)N1CCOCC1